1-{6-[Difluoro(phenyl)methyl]-3,3-dimethyl-1H,2H,3H-pyrrolo[3,2-b]pyridin-1-yl}-2-[(2R,5R)-5-methyl-2-(morpholin-4-ylmethyl)piperazin-1-yl]ethan-1-one dihydrochloride Cl.Cl.FC(C=1C=C2C(=NC1)C(CN2C(CN2[C@H](CN[C@@H](C2)C)CN2CCOCC2)=O)(C)C)(C2=CC=CC=C2)F